2-(5-(8-methyl-[1,2,4]triazolo[1,5-a]pyridin-6-yl)-4-(2,2,2-trifluoroethyl)-1H-pyrazol-3-yl)-5-(1-((tetrahydro-2H-pyran-4-yl)methyl)piperidin-4-yl)thiazole CC=1C=2N(C=C(C1)C1=C(C(=NN1)C=1SC(=CN1)C1CCN(CC1)CC1CCOCC1)CC(F)(F)F)N=CN2